4-(tert-butyl) 3-methyl morpholine-3,4-dicarboxylate N1(C(COCC1)C(=O)OC)C(=O)OC(C)(C)C